3-{[1-({(3R,4R)-1-[(2-bromo-4-methyl-1,3-thiazol-5-yl)carbonyl]-3-phenylpiperidin-4-yl}carbonyl)-4-hydroxypiperidin-4-yl]methyl}-7-phenyl-3,7-dihydro-4H-pyrrolo[2,3-d]pyrimidin-4-one BrC=1SC(=C(N1)C)C(=O)N1C[C@H]([C@@H](CC1)C(=O)N1CCC(CC1)(O)CN1C=NC2=C(C1=O)C=CN2C2=CC=CC=C2)C2=CC=CC=C2